5-([1,2,4]triazolo[1,5-a]pyridin-6-yl)-4-methoxy-N-((1s,4s)-4-methoxycyclohexyl)-7H-pyrrolo[2,3-d]pyrimidin-2-amine N=1C=NN2C1C=CC(=C2)C2=CNC=1N=C(N=C(C12)OC)NC1CCC(CC1)OC